C(C)(C)C1=CC=C(C(=O)N(NC2=CC=CC=C2)C2=CC=CC=C2)C=C1 4-isopropyl-N,N'-diphenyl-benzoyl-hydrazine